benzyl (S)-2-((1-(3-chloro-6-(2-(diisopropylcarbamoyl)-4-fluorophenoxy)-1,2,4-triazin-5-yl) pyrrolidin-3-yl) methyl)-2,7-diazaspiro[3.5]nonane-7-carboxylate ClC=1N=NC(=C(N1)N1C[C@@H](CC1)CN1CC2(C1)CCN(CC2)C(=O)OCC2=CC=CC=C2)OC2=C(C=C(C=C2)F)C(N(C(C)C)C(C)C)=O